2-cyclopropyl-5-(2,6-dimethoxyphenyl)-1H-imidazole C1(CC1)C=1NC(=CN1)C1=C(C=CC=C1OC)OC